CN(C(=O)C=1NC2=CC=C(C=C2C1)[C@@H](CC(N1C(OC[C@H]1C1=CC=CC=C1)=O)=O)CC(=C)C)C1=CC=CC=C1 N-Methyl-5-((R)-5-methyl-1-oxo-1-((R)-2-oxo-4-phenyloxazolidin-3-yl)hex-5-en-3-yl)-N-phenyl-1H-indole-2-carboxamide